Methyl 3α,7α,12α-trimethoxymethyloxy-6α-ethyl-23(R)-hydroxy-5β-cholan-24-oate COCO[C@H]1C[C@H]2[C@H]([C@H]([C@H]3[C@@H]4CC[C@H]([C@@H](C[C@H](C(=O)OC)O)C)[C@]4([C@H](C[C@@H]3[C@]2(CC1)C)OCOC)C)OCOC)CC